FC1=C(C=CC(=C1)C=1SC(=NN1)C1=CC=C(C=C1)OC(F)(F)F)NC(=O)\N=C\1/SCC(N1C1=C(C=CC(=C1)C)C(C)C)=O (Z)-1-(2-fluoro-4-(5-(4-(trifluoromethoxy)phenyl)-1,3,4-thiadiazol-2-yl)phenyl)-3-(3-(2-isopropyl-5-methylphenyl)-4-oxothiazolidin-2-ylidene)urea